trimethylene methaneDisulfonate C1S(=O)(=O)OCCCOS1(=O)=O